C1(=CC=CC2=CC=CC=C12)CCC(=O)O 3-(1-naphthyl)propionic acid